4-hydroxy-1H-indole-2-carboxylic acid [1-(2-azepan-1-yl-ethyl)-piperidin-4-yl]-amide N1(CCCCCC1)CCN1CCC(CC1)NC(=O)C=1NC2=CC=CC(=C2C1)O